FC(C[C@@H](C(=O)NC1=NC=CC(=C1)C1=C(C2=NC(=CC(=C2N1)O[C@@H]1COCC1)F)C1=NC=CC=C1)C1=CC=C(C=C1)F)F (2R)-4,4-Difluoro-N-{4-[5-fluoro-7-{[(3S)-oxolan-3-yl]oxy}-3-(pyridin-2-yl)-1H-pyrrolo[3,2-b]pyridin-2-yl]pyridin-2-yl}-2-(4-fluorophenyl)butanamid